tert-butyl N-[4-[3-(2,4-dioxohexahydropyrimidin-1-yl)-1-methyl-indazol-6-yl]cyclohex-3-en-1-yl]carbamate O=C1N(CCC(N1)=O)C1=NN(C2=CC(=CC=C12)C1=CCC(CC1)NC(OC(C)(C)C)=O)C